4-((2-((3R,4S)-3-Amino-4-fluoropiperidin-1-yl)-1H-benzo[d]imidazol-1-yl)methyl)benzonitril N[C@@H]1CN(CC[C@@H]1F)C1=NC2=C(N1CC1=CC=C(C#N)C=C1)C=CC=C2